C(CCC)N=C=NCC butyl-3-ethylcarbodiimide